4-(4,4,5,5-tetramethyl-1,3,2-dioxaborolan-2-yl)pyridine-3-carbonitrile CC1(OB(OC1(C)C)C1=C(C=NC=C1)C#N)C